cis-4-chloro-2-butenylamine hydrochloride Cl.ClC\C=C/CN